C(C1=CC=CC=C1)(C1=CC=CC=C1)C1=CC=C(C(=N1)COC1=CC=CC=C1)C1=NN(C2=CC(=CC=C12)Br)C 3-[6-benzhydryl-2-(phenoxymethyl)-3-pyridyl]-6-bromo-1-methyl-indazol